N1C[C@@H](OCC1)CNC(OC(C)(C)C)=O tert-butyl (R)-(morpholin-2-ylmethyl)carbamate